CN1C(N(C(C2=C1N=C(C=C2)C(F)(F)F)=O)CC(=O)NCC=2SC=CC2)=O 1,4-Dihydro-1-methyl-2,4-dioxo-N-(2-thienylmethyl)-7-(trifluoromethyl)pyrido[2,3-d]pyrimidine-3(2H)-acetamide